FC1=CC=C(C=C1)C1=C(CCC(C1)(C)C)CN1C(N(CC1)CC=1C=C2CN(C(C2=CC1)=O)C1C(NC(CC1)=O)=O)=O 3-(5-((3-((4'-fluoro-5,5-dimethyl-3,4,5,6-tetrahydro-[1,1'-biphenyl]-2-yl)methyl)-2-oxoimidazolidin-1-yl)methyl)-1-oxoisoindolin-2-yl)piperidine-2,6-dione